CC=1N=C(N2C1C=C(C=C2)C(=O)O[C@](CN2N=CN=C2)([C@@H](C)OCC=2N=NN(C2)C2=CC=C(C=C2)I)C2=C(C=C(C=C2)F)F)C (2R,3R)-3-((1-(4-iodophenyl)-1H-1,2,3-triazol-4-yl)-methoxy)-2-(2,4-difluorophenyl)-1-(1H-1,2,4-triazol-1-yl)butan-2-ol methyl-3-methylimidazo[1,5-a]pyridine-7-carboxylate